2-(4-(3-(1-(5-chloropyrimidin-2-yl)piperidin-4-yl)propoxy)-2-fluorophenyl)-1-(2,5-diazaspiro[3.4]octan-2-yl)ethan-1-one ClC=1C=NC(=NC1)N1CCC(CC1)CCCOC1=CC(=C(C=C1)CC(=O)N1CC2(C1)NCCC2)F